(S)-2-((6-(2-acryloyl-2,6-diazaspiro[3.4]octan-6-yl)-5-cyano-2-((1-methylpyrrolidin-2-yl)methoxy)pyrimidin-4-yl)(methyl)amino)benzamide C(C=C)(=O)N1CC2(C1)CN(CC2)C2=C(C(=NC(=N2)OC[C@H]2N(CCC2)C)N(C2=C(C(=O)N)C=CC=C2)C)C#N